C(C)(C)C1=C(NC2=CN=C(C=C21)C2CCNCC2)C=2C=C(C=1N(C2)N=CN1)C 6-(3-isopropyl-5-(piperidin-4-yl)-1H-pyrrolo[2,3-c]pyridin-2-yl)-8-methyl-[1,2,4]triazolo[1,5-a]pyridine